5-(4-Aminophenyl)-7-isobutyl-7H-pyrrolo[2,3-d]pyrimidin-4-ylamine NC1=CC=C(C=C1)C1=CN(C=2N=CN=C(C21)N)CC(C)C